2,2,2-trifluoroacetic acid compound with 4-(2-(((R)-((R)-7-(1-methyl-1H-pyrazol-4-yl)-1,2,3,4-tetrahydropyrido[2,3-b]pyrazin-3-yl)(phenyl)methyl)amino)ethyl)benzoic acid CN1N=CC(=C1)C1=CC2=C(N[C@H](CN2)[C@@H](C2=CC=CC=C2)NCCC2=CC=C(C(=O)O)C=C2)N=C1.FC(C(=O)O)(F)F